(S)-1-(tetrahydro-2H-pyran-2-yl)cyclobutane-1-carboxylic acid O1[C@@H](CCCC1)C1(CCC1)C(=O)O